ClC=1C(N(C(=CC1OC([2H])([2H])C1=NC=C(C=C1F)F)C)C1=CC(=NC=C1C)C1=C(C(=NC=C1)C(C)(C)O)F)=O rel-3-chloro-4-[(3,5-difluoropyridin-2-yl)(2H2)methoxy]-1-[3'-fluoro-2'-(2-hydroxypropan-2-yl)-5-methyl-[2,4'-bipyridin]-4-yl]-6-methylpyridin-2-one